2-amino-N'-(5-(dimethylphosphoryl)pyrimidin-2-yl)-N',3-dimethyl-N-((5-(trifluoromethyl)pyridin-2-yl)methyl)quinoline-6-carbohydrazide NC1=NC2=CC=C(C=C2C=C1C)C(=O)N(N(C)C1=NC=C(C=N1)P(=O)(C)C)CC1=NC=C(C=C1)C(F)(F)F